sulfophosphine S(=O)(=O)(O)P